N1N=CC=2C1=NC=C(C2)CN2CC1=C(CC2)C(=CS1)C(=O)OCC ethyl 6-((1H-pyrazolo[3,4-b]pyridin-5-yl)methyl)-4,5,6,7-tetrahydrothieno[2,3-c]pyridine-3-carboxylate